{4-[(3S)-3-aminopiperidin-1-yl]-1H-pyrrolo[2,3-b]pyridin-5-yl}-2-(2,6-difluorophenyl)-1,3-thiazole-4-carboxamide N[C@@H]1CN(CCC1)C1=C2C(=NC=C1C1=C(N=C(S1)C1=C(C=CC=C1F)F)C(=O)N)NC=C2